(2R,3R,4S)-4-azido-2-(dimethoxymethyl)tetrahydrofuran-3-yl acetate C(C)(=O)O[C@H]1[C@@H](OC[C@@H]1N=[N+]=[N-])C(OC)OC